[Br-].[Br-].C1(CCCCC1)P(C1CCCCC1)C1CCCCC1.C1(CCCCC1)P(C1CCCCC1)C1CCCCC1.[Pd+2] palladium(II) bis(tricyclohexylphosphine) dibromide